5-oxo-tetrahydro-2H-pyran-3-ylcarbamate O=C1CC(COC1)NC([O-])=O